5-((3-((4'-chloro-5,5-dimethyl-3,4,5,6-tetrahydro-[1,1'-biphenyl]-2-yl)methyl)-3,6-diazabicyclo[3.1.1]heptan-6-yl)methyl)-2-(2,4-dioxotetrahydropyrimidin-1(2H)-yl)isoindoline-1,3-dione ClC1=CC=C(C=C1)C1=C(CCC(C1)(C)C)CN1CC2N(C(C1)C2)CC=2C=C1C(N(C(C1=CC2)=O)N2C(NC(CC2)=O)=O)=O